C(C)S(=O)(=O)N1CC(C1)OC1=C(C#N)C=C(C=C1)CN1CC2=CC=CC=C2C1 2-((1-(ethylsulfonyl)azetidin-3-yl)oxy)-5-(isoindolin-2-ylmethyl)benzonitrile